[C@H]12CN(C[C@H](CC1)N2)C=2C1=C(N=C(N2)OCC2N3C[C@@H](C2CC3)F)C(=C(N=C1)C1=CC(=CC3=CC=C(C(=C13)C#C)F)O)F 4-(4-((1R,5S)-3,8-diazabicyclo[3.2.1]octan-3-yl)-8-fluoro-2-(((3R)-3-fluoro-1-azabicyclo[2.2.1]heptan-7-yl)methoxy)pyrido[4,3-d]pyrimidin-7-yl)-5-ethynyl-6-fluoronaphthalen-2-ol